(+)-2,2'-(1,2-ethanediyldiimino)-bis-1-butanol dihydrochloride Cl.Cl.C(CNC(CO)CC)NC(CO)CC